FC(CN1C(N(CC1)C1=CC(=C(N=N1)C(=O)NC([2H])([2H])[2H])NC1=C(C(=CC=C1)C1=NN(C=N1)C)OC)=O)F 6-[3-(2,2-difluoroethyl)-2-oxo-imidazolidin-1-yl]-4-[2-methoxy-3-(1-methyl-1,2,4-triazol-3-yl)anilino]-N-(trideuteriomethyl)pyridazine-3-carboxamide